methyl-bis(trimethylsiloxy)-silylpropyl methacrylate C(C(=C)C)(=O)OC(CC([SiH3])(O[Si](C)(C)C)O[Si](C)(C)C)C